(2-methylbenzofuro[3,2-d]pyrimidin-4-yl)glycine CC=1N=C(C2=C(N1)C1=C(O2)C=CC=C1)NCC(=O)O